2-(2-oxo-2-((1-(4-(trifluoromethyl)phenyl)ethyl)amino)ethyl)but-2-enoate O=C(CC(C(=O)[O-])=CC)NC(C)C1=CC=C(C=C1)C(F)(F)F